(8-(3,3-difluorocyclobutyl)imidazo[1,2-b]pyridazin-6-yl)pyrimidine-2,4(1H,3H)-dione FC1(CC(C1)C=1C=2N(N=C(C1)N1C(NC(C=C1)=O)=O)C=CN2)F